C(=O)(O)[C@@H](C)N[C@H](C(=O)O)CCCN=C(N)N (2S)-2-[[(1R)-1-carboxyethyl]amino]-5-(diaminomethylideneamino)pentanoic acid